1-(hexadecyloxy)-N,N-dimethylhenicosa-12,15-dien-2-amine C(CCCCCCCCCCCCCCC)OCC(CCCCCCCCCC=CCC=CCCCCC)N(C)C